[Zn].[Fe].NCC(=O)O glycine iron-zinc